(7R,8aS)-7-(2,3-dichloro-6-hydroxyphenyl)-2-[(2R)-morpholin-2-ylmethyl]-hexahydropyrrolo[1,2-a]pyrazin-4-one ClC1=C(C(=CC=C1Cl)O)[C@H]1C[C@@H]2N(C(CN(C2)C[C@H]2CNCCO2)=O)C1